(E)-3-[3-[(Dimethylamino)methyl]-4-hydroxyphenyl]-1-[4-(2-methoxyphenyl)-2-(4-methylpiperazin-1-yl)phenyl]prop-2-en-1-one CN(C)CC=1C=C(C=CC1O)/C=C/C(=O)C1=C(C=C(C=C1)C1=C(C=CC=C1)OC)N1CCN(CC1)C